C1(CCCCC1)OC(=O)NC=1C=C(C=NC1C)C1=CC2=C(N=C(S2)NC(CCN2CCN(CC2)CCOC=2C=NC=C(C(=O)O)C2)=O)C=C1 5-(2-(4-(3-((6-(5-(((cyclohexyloxy)carbonyl)amino)-6-methylpyridin-3-yl)benzo[d]thiazol-2-yl)amino)-3-oxopropyl)piperazin-1-yl)ethoxy)nicotinic acid